7-methyl-3-isopropyl-chromanone CC1=CC=C2CC(C(OC2=C1)=O)C(C)C